tert-Butyl 4-(7-(2-((tert-butoxycarbonyl)amino)-7-fluorobenzo[d]thiazol-4-yl)-6-chloro-3-cyano-2-ethynyl-8-fluoroquinolin-4-yl)piperazine-1-carboxylate C(C)(C)(C)OC(=O)NC=1SC2=C(N1)C(=CC=C2F)C2=C(C=C1C(=C(C(=NC1=C2F)C#C)C#N)N2CCN(CC2)C(=O)OC(C)(C)C)Cl